C(C)OC(=O)C1=C(C(=NN1C)C)NC(CC(=O)OC)=O 4-(3-methoxy-3-oxopropanamido)-1,3-dimethyl-1H-pyrazole-5-carboxylic acid ethyl ester